C1(CCC1)CN(C(OC(C)(C)C)=O)CC=1C=CC=2N(C1)C=C(N2)CN2N=NC(=C2)C2=C1C=NN(C1=CC(=C2)OCCCCCC)C2OCCCC2 Tert-butyl (cyclobutylmethyl)((2-((4-(6-(hexoxy)-1-(tetrahydro-2H-pyran-2-yl)-1H-indazol-4-yl)-1H-1,2,3-triazol-1-yl)methyl)imidazo[1,2-a]pyridin-6-yl)methyl)carbamate